ClC1=NC(=NC=N1)N[C@H]1CN(CCC1)C(=O)OC(C)(C)C Tert-butyl (R)-3-((4-chloro-1,3,5-triazin-2-yl)amino)piperidine-1-carboxylate